C(#N)C1CC2(C1)C[C@H](N(CC2)CC2=C1C=CNC1=C(C=C2OC)C)C2=CC=C(C(=O)NC1CN(C1)C)C=C2 4-((2R,4s,6S)-2-cyano-7-((5-methoxy-7-methyl-1H-indol-4-yl)methyl)-7-azaspiro[3.5]nonan-6-yl)-N-(1-methylazetidin-3-yl)benzamide